BrCCCCCN1C2=CC=CC=C2C=2C=CC=CC12 9-(5-bromopentyl)carbazole